C(C1=CC=CC=C1)[C@H]1N(C[C@@H]2[C@H]1CCC2)C2=CC(=CC(N2)=O)N2C[C@H](OCC2)C 6-((1R,3aS,6aR)-1-benzylhexahydrocyclopenta[c]pyrrol-2(1H)-yl)-4-((R)-2-methylmorpholino)pyridin-2(1H)-one